tert-butyl 7-[2-[6-[2-cyano-3-[[ethyl(methyl)sulfamoyl]amino]-6-fluoro-phenoxy]-4-oxo-quinazolin-3-yl]-7-azaspiro[3.5]nonan-7-yl]-2-azaspiro[3.5]nonane-2-carboxylate C(#N)C1=C(OC=2C=C3C(N(C=NC3=CC2)C2CC3(C2)CCN(CC3)C3CCC2(CN(C2)C(=O)OC(C)(C)C)CC3)=O)C(=CC=C1NS(N(C)CC)(=O)=O)F